3-[4-[4-[6-Chloro-4-(trifluoromethyl)-2-pyridinyl]piperazin-1-yl]sulfonylphenyl]-5-[(3S,4R,5R)-3,4-dihydroxy-5-methoxy-tetrahydrofuran-2-yl]-4-methyl-oxazolidin-2-one ClC1=CC(=CC(=N1)N1CCN(CC1)S(=O)(=O)C1=CC=C(C=C1)N1C(OC(C1C)C1O[C@H]([C@@H]([C@@H]1O)O)OC)=O)C(F)(F)F